(4-amino-1,3-dihydrofuro[3,4-c][1,7]naphthyridin-8-yl)((3S,5R)-3-(6-methoxy-3-pyridazinyl)-5-methyl-4-morpholinyl)methanone NC1=NC=2C=NC(=CC2C2=C1COC2)C(=O)N2[C@H](COC[C@H]2C)C=2N=NC(=CC2)OC